methylisopropyl-[(dimethylsiloxy)dimethyl-siloxy]silane C[SiH](O[Si](C)(C)O[SiH](C)C)C(C)C